O=C1OCC(N1)C(=O)NC1=CC=C2C(=N1)NC=C2 2-oxo-N-(1H-pyrrolo[2,3-b]pyridin-6-yl)oxazolidine-4-carboxamide